C(CCC)C1=CC(=C(C=C1)O)N=NC1=C(C=CC=C1)O p-butyl-azophenol